NC=1C=C2C(=C(C=NC2=CC1OCC)C#N)NC1=CC(=C(C=C1)OCC=1C=NC(=CC1)C(C)(C)C)Cl 6-amino-4-((4-((6-(tert-butyl)pyridin-3-yl)methoxy)-3-chlorophenyl)amino)-7-ethoxyquinoline-3-carbonitrile